ClC1=CC(=C(N=N1)SC1=CC(=CC=C1)C(F)(F)F)C(=O)NCC(F)(F)C1=C(C=C(C=C1)Cl)Cl 6-chloro-N-[2-(2,4-dichlorophenyl)-2,2-difluoroethyl]-3-{[3-(trifluoromethyl)phenyl]sulfanyl}pyridazine-4-carboxamide